(S)-2-((4-(6-((4-chlorobenzofuran-7-yl)methoxy)pyridin-2-yl)piperazin-1-yl)methyl)-1-(Oxetan-2-ylmethyl)-1H-thieno[2,3-d]imidazole-5-carboxylic acid methyl ester COC(=O)C1=CC2=C(N=C(N2C[C@H]2OCC2)CN2CCN(CC2)C2=NC(=CC=C2)OCC2=CC=C(C=3C=COC32)Cl)S1